FC=1C=CC(=C2C=C(N(C12)CCNC1=CC(=NC=N1)C1=CC(=C(S1)CCC(=O)O)OC(C)C)C)OC 3-(5-{6-[2-(7-Fluoro-4-methoxy-2-methyl-indol-1-yl)-ethylamino]-pyrimidin-4-yl}-3-isopropoxy-thiophen-2-yl)-propionic acid